C1(NC(C=C2N1C=CC2=O)=O)=O pyrrolo[1,2-c]pyrimidine-1,3,5-trione